C(C)(C)(C)OC(=O)N(C=1C(=C(C=NC1)C=1C=C2C=C(N=CC2=C(C1F)Cl)NC(CCCC(=O)OC)=O)C)C(=O)OC(C)(C)C methyl 5-((6-(5-(bis(tert-butoxycarbonyl) amino)-4-methylpyridin-3-yl)-8-chloro-7-fluoroisoquinolin-3-yl) amino)-5-oxopentanoate